2-(aminomethyl)-3-(benzyloxy)-1-butyl-6-methylpyridin-4(1H)-one NCC=1N(C(=CC(C1OCC1=CC=CC=C1)=O)C)CCCC